3-isopropyl-5-(pyridin-4-yl)indolin-2-one C(C)(C)C1C(NC2=CC=C(C=C12)C1=CC=NC=C1)=O